FC(C1=CN=C2N1C=C(C=C2)C2=CNC=1N=C(N=CC12)N[C@H](COC)C)F (S)-5-(3-(difluoromethyl)imidazo[1,2-a]pyridin-6-yl)-N-(1-methoxypropan-2-yl)-7H-pyrrolo[2,3-d]pyrimidin-2-amine